COC(C(=O)N)C1=CC(=CC=C1)N1CC(C1)OC 2-methoxy-2-[3-(3-methoxyazetidin-1-yl)phenyl]Acetamide